6-(4-(5-((3-(5-cyano-2,4-dioxo-3,4-dihydropyrimidin-1(2H)-yl)quinolin-6-yl)oxy)pentyl)piperazin-1-yl)nicotinamide C(#N)C=1C(NC(N(C1)C=1C=NC2=CC=C(C=C2C1)OCCCCCN1CCN(CC1)C1=NC=C(C(=O)N)C=C1)=O)=O